C(C(C)C)(=O)OC[C@H]1O[C@H]([C@]([C@@H]1OC(C)=O)(C)F)N1C2=NC(=NC(=C2N=C1)NC)N ((2R,3R,4R,5R)-3-acetoxy-5-(2-amino-6-(methylamino)-9H-purin-9-yl)-4-fluoro-4-methyltetrahydrofuran-2-yl)methyl isobutyrate